(Di(phenyl)methylene)hydrazine C1(=CC=CC=C1)C(C1=CC=CC=C1)=NN